(E)-1-(3-(3-(3,5-bis(trifluoromethyl)phenyl)-5-methyl-1H-1,2,4-triazol-1-yl)-2-(pyrimidin-5-yl)acryloyl)azetidine-3-carbonitrile FC(C=1C=C(C=C(C1)C(F)(F)F)C1=NN(C(=N1)C)/C=C(/C(=O)N1CC(C1)C#N)\C=1C=NC=NC1)(F)F